C(C1=CC=CC=C1)NC1CN(CC1)C(=O)OC(C)(C)C Tert-butyl 3-(benzylamino)pyrrolidine-1-carboxylate